ClC=1C=C(C=C(C1)NS(=O)(=O)C)NC(=O)C1=CN(C(=C1)C1=NC=C(C=C1OCC=1C(N(C=CC1)C)=O)F)C N-(3-chloro-5-(methylsulfonamido)phenyl)-5-(5-fluoro-3-((1-methyl-2-oxo-1,2-dihydropyridin-3-yl)methoxy)pyridin-2-yl)-1-methyl-1H-pyrrole-3-carboxamide